6-chloro-3,3-dimethyl-2,3-dihydroimidazo[1,5-a]pyridine-1,5-dione ClC1=CC=C2N(C1=O)C(NC2=O)(C)C